tert-butyl 5-(chlorosulfonyl)-1H-pyrrolo[2,3-c]pyridine-1-carboxylate ClS(=O)(=O)C=1C=C2C(=CN1)N(C=C2)C(=O)OC(C)(C)C